3-((1H-pyrrolo[2,3-b]pyridin-5-yl)oxy)-5-(2-((S)-2-(2-isopropylphenyl)pyrrolidin-1-yl)-7-azaspiro[3.5]nonan-7-yl)pyridine N1C=CC=2C1=NC=C(C2)OC=2C=NC=C(C2)N2CCC1(CC(C1)N1[C@@H](CCC1)C1=C(C=CC=C1)C(C)C)CC2